ClC1=CC2=C(N=CN(C2=O)CC2(CCN(CC2)C(=O)C2(CC2)C)O)N1C1=CC=C(C=C1)Cl 6-Chloro-7-(4-chlorophenyl)-3-((4-hydroxy-1-(1-methylcyclopropanecarbonyl)piperidin-4-yl)methyl)-3H-pyrrolo[2,3-d]pyrimidin-4(7H)-one